S1C(SC=C1)P(OC)(OC)=O dimethyl (1,3-dithiol-2-yl)phosphonate